3-O-acetyl-β-D-glucopyranose C(C)(=O)O[C@@H]1[C@H]([C@H](O)O[C@@H]([C@H]1O)CO)O